(2-methoxy-(dimethyl-sulfinylphenyl))acetonitrile COC1=C(C=CC(=C1S(=O)C)S(=O)C)CC#N